NC1CCN(CC1)C[C@@H]1CN(CCO1)C(=O)OCCCC butyl (2R)-2-[(4-amino-1-piperidyl)methyl]morpholine-4-carboxylate